(E)-3-(3-bromo-4-methoxyphenyl)-1-(3,4-dimethoxy-5-(methylseleno)phenyl)prop-2-en-1-one BrC=1C=C(C=CC1OC)/C=C/C(=O)C1=CC(=C(C(=C1)[Se]C)OC)OC